FC1(CCNCC1)CN1CCC2(CC1)COC1=C3CN(C(C3=CC=C12)=O)[C@@H]1C(NC(CC1)=O)=O (S)-3-(1'-((4-fluoropiperidin-4-yl)methyl)-6-oxo-6,8-dihydro-2H,7H-spiro[furo[2,3-e]isoindole-3,4'-piperidin]-7-yl)piperidine-2,6-dione